CN1C=C(CC=C1)C(=O)OC(C)OC(=O)C1(CN(CC1)C(C1=CC=C(C=C1)OC)=O)COC1=CC=C(C=C1)C1=CC=C(C=C1)C#N 1-((3-(((4'-cyano-[1,1'-biphenyl]-4-yl)oxy)methyl)-1-(4-methoxybenzoyl)pyrrolidine-3-carbonyl)oxy)ethyl 1-methyl-1,4-dihydropyridine-3-carboxylate